5-(2-(2-chloro-4-fluorophenyl)azepan-1-yl)-3-fluoro-N-((R,E)-4-(methylsulfonyl)but-3-en-2-yl)picolinamide ClC1=C(C=CC(=C1)F)C1N(CCCCC1)C=1C=C(C(=NC1)C(=O)N[C@H](C)\C=C\S(=O)(=O)C)F